N-(4-(1H-pyrazol-1-yl)butyl)-5-(3-bromothiophen-2-yl)isoxazole-3-carboxamide N1(N=CC=C1)CCCCNC(=O)C1=NOC(=C1)C=1SC=CC1Br